C(#N)C=1C=CC=C2NC[C@@H](NC12)[C@@H](C1=CC=CC=C1)NC[C@@H](C)C1=CC=C(C=C1)[C@@H](C(=O)O)C |o1:21,29| (S or R)-2-(4-((S or R)-1-(((R)-((R)-8-cyano-1,2,3,4-tetrahydroquinoxalin-2-yl)(phenyl)methyl)amino)propan-2-yl)phenyl)propanoic acid